ClC1=C(COC2=C(C=C(CN3C(N(C4=CC(=C(C=C4C3=O)OC(CF)CF)F)C3CCN(CC3)C=O)=O)C=C2)OC)C(=CC=C1)Cl 4-[3-{4-[(2,6-dichlorobenzyl)oxy]-3-methoxybenzyl}-7-fluoro-6-[2-fluoro-1-(fluoromethyl)ethoxy]-2,4-dioxo-3,4-dihydroquinazolin-1(2H)-yl]piperidine-1-carbaldehyde